COC(CCCCl)=O methyl-4-chlorobutyrate